OC(C=1C=NC(=NC1)N1CC2CCC(C1)N2C(=O)OC(C)(C)C)C2=CC=C(C=C2)C2=CC1=C(N=CN=C1N1CCOCC1)N2COCC[Si](C)(C)C tert-butyl 3-(5-(hydroxy(4-(4-morpholino-7-((2-(trimethylsilyl)ethoxy)methyl)-7H-pyrrolo[2,3-d]pyrimidin-6-yl)phenyl)methyl)pyrimidin-2-yl)-3,8-diazabicyclo[3.2.1]octane-8-carboxylate